C12CC(CC2C1)OC1=C(C=C(C=C1F)NC(=O)C=1N=C(OC1COC)N1CC(C1)(CC)CC)F N-(4-(cis-bicyclo[3.1.0]hexan-3-yloxy)-3,5-difluorophenyl)-2-(3,3-diethylazetidin-1-yl)-5-(methoxymethyl)oxazole-4-carboxamide